acryloyloxybutyl pyrophosphate O(P([O-])(=O)OP(=O)([O-])[O-])CCCCOC(C=C)=O